5,5-Difluoro-5-(1-phenylbenzimidazolyl)-1-pentanol FC(CCCCO)(C1=NC2=C(N1C1=CC=CC=C1)C=CC=C2)F